tetrabutylammonium tris-(3-chloro-4-methylphenyl)hexylborate ClC=1C=C(C=CC1C)C(CCCCCOB([O-])[O-])(C1=CC(=C(C=C1)C)Cl)C1=CC(=C(C=C1)C)Cl.C(CCC)[N+](CCCC)(CCCC)CCCC.C(CCC)[N+](CCCC)(CCCC)CCCC